1,4-dibromo-2-(2-chloro-3,3,3-trifluoroprop-1-en-1-yl)benzene BrC1=C(C=C(C=C1)Br)C=C(C(F)(F)F)Cl